COC1OC=CCC1 methoxy-3,4-dihydro-2H-pyran